C(CC=C)[Si](OCC)(C)C 3-butenyldimethylethoxysilane